C1(CC1)C1=NNC(=N1)C1CC2(CN(C2)C(=O)N2CC3(C2)CC(C3)CN3C=NC=C3C3(CC3)C(F)(F)F)C1 [6-(3-cyclopropyl-1H-1,2,4-triazol-5-yl)-2-azaspiro[3.3]heptan-2-yl]-[6-[[5-[1-(trifluoromethyl)cyclopropyl]imidazol-1-yl]methyl]-2-azaspiro[3.3]heptan-2-yl]methanone